Silver-Copper-Gallium [Ga].[Cu].[Ag]